COC(=O)C1=C(N=NC=C1OC1=CC(=CC=C1)C1CC1)C 5-(3-cyclopropylphenoxy)-3-methyl-pyridazine-4-carboxylic acid methyl ester